3H-spiro[furo[2,3-c]pyridine-2,4'-piperidine] N1CCC2(CC1)CC=1C(=CN=CC1)O2